C(#N)C1=CC=CC=2OC3=CC(=C(C=C3CC12)[N+](=O)[O-])S(=O)(=O)C 1-cyano-6-methylsulfonyl-7-nitro-9H-xanthene